COC=1C=NC(=NC1)C1=CC=C(C=C1)B(O)O 4-(5-methoxy-pyrimidin-2-yl)-phenylboronic acid